2-(2-((7-(2-(((tert-butoxycarbonyl)amino)methyl)-3-fluoropyridin-4-yl)benzofuran-5-yl)methoxy)phenyl)butanoic acid C(C)(C)(C)OC(=O)NCC1=NC=CC(=C1F)C1=CC(=CC=2C=COC21)COC2=C(C=CC=C2)C(C(=O)O)CC